ClC1=C(CCOCCN(C(OCC2=CC=CC=C2)=O)C)C=CC(=C1)NC(=O)NCC=1C=C2CN(C(C2=CC1)=O)C1C(NC(CC1)=O)=O benzyl (2-(2-chloro-4-(3-((2-(2,6-dioxopiperidin-3-yl)-1-oxoisoindolin-5-yl)methyl)ureido)phenethoxy)ethyl)(methyl)carbamate